Cl.P.[NH4+] ammonium phosphine hydrochloride